6-chloro-8-fluoro-7-(2-fluorophenyl)-4-(4-(4,4,5,5-tetramethyl-1,3,2-dioxaborolan-2-yl)piperidin-1-yl)quinazoline ClC=1C=C2C(=NC=NC2=C(C1C1=C(C=CC=C1)F)F)N1CCC(CC1)B1OC(C(O1)(C)C)(C)C